FC(CN1N=CC=2C1=NC(=CN2)N2CCC1(CC(N(C1)CC1=C(C=CC(=C1)F)F)=O)CC2)F 8-[1-(2,2-difluoroethyl)-1H-pyrazolo[3,4-b]pyrazin-6-yl]-2-[(2,5-difluorophenyl)methyl]-2,8-diazaspiro[4.5]decan-3-one